6-chloro-2,2-dimethyl-1,3-benzodioxole-5-carbaldehyde ClC=1C(=CC2=C(OC(O2)(C)C)C1)C=O